2-(methylaminomethyl)prop-2-en-1-ol CNCC(CO)=C